(chloromethyl)-1-methyl-1H-pyrazole ClCC1=NN(C=C1)C